C(C)(=O)O[C@@H]1[C@H](O[C@H]([C@@H]1OC(C)=O)N1C2=NC(=NC=C2N=C1)F)COC(C)=O (2R,3R,4R,5R)-2-(acetoxymethyl)-5-(2-fluoro-9H-purin-9-yl)tetrahydrofuran-3,4-diyl diacetate